CC1(C(N(CC1)C(=O)Cl)=C=O)C dimethyl-2-carbonylpyrrolidine-1-carbonylchloride